CN1CCC(CC1)CNC=1C=C2CCN(CC2=CC1C1=CC=C(C=C1)C(F)(F)F)C(=O)OC(C)(C)C tert-butyl 6-(((1-methylpiperidin-4-yl)methyl)amino)-7-(4-(trifluoromethyl)phenyl)-3,4-dihydroisoquinoline-2(1H)-carboxylate